FC1=CC2=C(CN(CCC2(C)C)C2=CC(=C(C(=C2)C)NC(CC(C)(C)C)=O)C)C=C1 N-(4-(7-fluoro-5,5-dimethyl-1,3,4,5-tetrahydro-2H-benzo[c]azepine-2-yl)-2,6-diMethylphenyl)-3,3-dimethylbutanamide